N1(CCNCC1)C(=O)N1N=C(C=C1)NC(C)=O N-[1-[(piperazin-1-yl)carbonyl]-1H-pyrazol-3-yl]Acetamide